NC1=NC(=CC(=N1)C=1C(=C(C#N)C=CC1)C)C=1N=NN(C1)CC1=CNC2=C(C=CC=C12)Cl 3-(2-amino-6-(1-((7-chloro-1H-indol-3-yl)methyl)-1H-1,2,3-triazol-4-yl)pyrimidin-4-yl)2-methylbenzonitrile